C(C)C1(CC(=O)OC(C1)=O)C 3-ethyl-3-methylpentanedioic anhydride